C(C)(=O)C1=CC2=C(O1)C(C1=CC=C(C=C1C2=O)C(C)=O)=O 2,6-diacetyl-naphtho[2,3-b]furan-4,9-dione